pentyl dicarbonate C(=O)(OCCCCC)OC(=O)[O-]